N1(CC(C\C=C/CC1)C(=O)OCC)C(=O)OC(C)(C)C 1-(tert-butyl) 3-ethyl (Z)-3,4,7,8-tetrahydroazocine-1,3(2H)-dicarboxylate